C(C)OC(=O)C1=C(C=2C(=CN=CC2)S1)OS(=O)(=O)C(F)(F)F 3-(trifluoromethylsulfonyloxy)thieno[2,3-c]pyridine-2-carboxylic acid ethyl ester